FC(CNC=1N=CC2=C(N1)NC=C2C2=CC=1N(C=C2)N=CC1C=1C=NN(C1)C)(C)F N-(2,2-difluoropropyl)-5-(3-(1-methyl-1H-pyrazol-4-yl)pyrazolo[1,5-a]pyridin-5-yl)-7H-pyrrolo[2,3-d]pyrimidin-2-amine